ClC=1C(=NN(C1)COCC[Si](C)(C)C)C(=O)OC Methyl 4-chloro-1-((2-(trimethylsilyl)ethoxy)methyl)-1H-pyrazole-3-carboxylate